potassium 4-styrenesulfonate C=CC1=CC=C(C=C1)S(=O)(=O)[O-].[K+]